C(C)O[SiH](OCC)OCC Triethyloxysilan